3-[(3-chloro-2-methoxyphenyl)amino]-7-[(2R)-1,4-dioxan-2-ylmethyl]-2-(2-methylpyrimidin-4-yl)-1H,5H,6H,7H-pyrrolo[3,2-c]pyridin-4-one ClC=1C(=C(C=CC1)NC1=C(NC2=C1C(NCC2C[C@H]2OCCOC2)=O)C2=NC(=NC=C2)C)OC